N-[(2-fluorophenyl)methyl]-5-(6-methylpyridine-2-sulfonyl)-1H,2H,3H,4H,5H,6H-pyrrolo[3,4-c]pyrrole-2-carboxamide FC1=C(C=CC=C1)CNC(=O)N1CC=2CN(CC2C1)S(=O)(=O)C1=NC(=CC=C1)C